C1(CC1)CCC(N1C(C=CC=C1)=O)C=1C=CC(=C(C1)NC(=O)C1=CC(=NN1C1=CC=C2C=CN=C(C2=C1)NC(OCCCC)=O)C(F)(F)F)F butyl 7-(5-(5-(3-cyclopropyl-1-(2-oxopyridin-1(2H)-yl)propyl)-2-fluorophenylcarbamoyl)-3-(trifluoromethyl)-1H-pyrazol-1-yl)isoquinolin-1-ylcarbamate